3-[7-morpholino-5-(3-phenylpyrazol-1-yl)pyrazolo[1,5-a]pyrimidin-2-yl]pyridin-2-amine O1CCN(CC1)C1=CC(=NC=2N1N=C(C2)C=2C(=NC=CC2)N)N2N=C(C=C2)C2=CC=CC=C2